C(CCC)NS(=O)(=O)C(C(C(C(C(C(C(C(F)(F)F)(F)F)(F)F)(F)F)(F)F)(F)F)(F)F)(F)F N-butyl-perfluorooctanesulfonamide